OC1=C(C=C(C=C1C(C)(C)C)CCOC(C(=C)C)=O)N1N=C2C(=N1)C=CC=C2 2-(2'-hydroxy-5'-methacryloyloxyethyl-3-t-butylphenyl)-2H-benzotriazole